[C@@H]1([C@H](CCCC1)CO)CO ((1R,2S)-cyclohexane-1,2-diyl)dimethanol